(3R)-3-(2-(6-oxo-3-azabicyclo[3.1.1]heptane-3-carbonyl)-6-chloro-1,2,3,4-tetrahydroisoquinolin-8-yl)morpholine-4-carboxylic acid tert-butyl ester C(C)(C)(C)OC(=O)N1[C@@H](COCC1)C=1C=C(C=C2CCN(CC12)C(=O)N1CC2C(C(C1)C2)=O)Cl